FC1=C(C(=CC=C1)F)N=C=S 1,3-Difluoro-2-isothiocyanatobenzene